1,3-bis(2-mercaptobenzothiazolyl)-2-propyl acrylate C(C=C)(=O)OC(CC1=CC=CC2=C1N=C(S2)S)CC2=CC=CC1=C2N=C(S1)S